ClC=1C=C2C(=CC1)NC(C21CCN(CC1)CCOC1=CC2=C(N(C=N2)C2CS(C2)(=O)=O)C(=C1)C(F)(F)F)=O 3-(5-{2-(5-chloro-2-oxospiro[indoline-3,4'-piperidin]-1'-yl)ethoxy}-7-(trifluoromethyl)-1H-1,3-benzimidazol-1-yl)-1λ6-1,1-thietanedione